1-((2R,4S)-4-(4-amino-3-((1,2-dimethyl-1H-benzo[d]imidazol-5-yl)ethynyl)-1H-pyrazolo[4,3-c]pyridin-1-yl)-2-(methoxymethyl)pyrrolidin-1-yl)prop-2-en-1-one formate C(=O)O.NC1=NC=CC2=C1C(=NN2[C@H]2C[C@@H](N(C2)C(C=C)=O)COC)C#CC2=CC1=C(N(C(=N1)C)C)C=C2